ClC1=CC=C(C=C1)[C@@]1(N(C(C2=CC(=CC=C12)C(C)(C)O)=O)CC1=NC=C(C=C1)Cl)OCC1CCC1 (3R)-3-(4-Chlorophenyl)-2-[(5-chloropyridin-2-yl)methyl]-3-(cyclobutylmethoxy)-6-(2-hydroxypropan-2-yl)-2,3-dihydro-1H-isoindol-1-on